O=C1NC(CCC1N1C(N(C2=C1C=CC=C2CCN2C[C@H]1CC[C@@H](C2)N1C(=O)OC(C)(C)C)C)=O)=O Tert-butyl (1R,5S)-3-[2-[1-(2,6-dioxo-3-piperidyl)-3-methyl-2-oxo-benzimidazol-4-yl]ethyl]-3,8-diazabicyclo[3.2.1]octane-8-carboxylate